C(#N)C=1N(C2=C(C=CC(=C2C1F)OC)F)CCNC(OC(C)(C)C)=O tert-butyl (2-(2-cyano-3,7-difluoro-4-methoxy-1H-indol-1-yl)ethyl)carbamate